The molecule is a diterpenyl phosphate that is the O-diphospho derivative of (5S,9S,10S,13E)-labda-7,13-dien-15-ol. It is a diterpenyl phosphate and a labdane diterpenoid. It is a conjugate acid of a (5S,9S,10S,13E)-labda-7,13-dien-15-yl diphosphate(3-). CC1=CC[C@@H]2[C@@]([C@H]1CC/C(=C/COP(=O)(O)OP(=O)(O)O)/C)(CCCC2(C)C)C